CC=1C=C(C=CC1OC(F)(F)F)C1=CC=C(S1)CC1=C2N=C(C(=NC2=CC=C1)C(=O)N)C1=NC=CN=C1 ((5-(3-methyl-4-(trifluoromethoxy)phenyl)thiophen-2-yl)methyl)-(pyrazin-2-yl)quinoxaline-2-carboxamide